FC=1C=C(C=CC1C(C)(C)O)NC(=O)C=1C(N(C=CC1)C1=C(C=C(C=C1)F)OCC(F)(F)F)=O N-[3-fluoro-4-(2-hydroxypropan-2-yl)phenyl]-1-[4-fluoro-2-(2,2,2-trifluoroethoxy)phenyl]-2-oxo-1,2-dihydropyridine-3-carboxamide